N-((1S)-1-(4-chloro-3-fluorophenyl)-2-hydroxyethyl)-1-(3-(dimethylsulfamoyl)benzoyl)-D-prolinamide ClC1=C(C=C(C=C1)[C@@H](CO)NC([C@@H]1N(CCC1)C(C1=CC(=CC=C1)S(N(C)C)(=O)=O)=O)=O)F